[C@H]12CC(C[C@H](CC1)N2)OC2=CC=C(N=N2)C2=C(C=C(C=C2)N2N=C(N=N2)C)O 2-(6-(((1r,3s,5s)-8-azabicyclo[3.2.1]oct-3-yl)oxy)pyridazin-3-yl)-5-(5-methyl-2H-tetrazol-2-yl)phenol